FC1=CC=CC2=C1OCCN2C(C)C 8-fluoro-4-isopropyl-3,4-dihydro-2H-benzo[b][1,4]oxazine